tert-butyl (1-(3-(3-hydroxyphenyl)-1,2,4-oxadiazol-5-yl)ethyl)carbamate OC=1C=C(C=CC1)C1=NOC(=N1)C(C)NC(OC(C)(C)C)=O